(-)-7-Fluoro-4-((2-(3-hydroxy-3-methyl-2-oxoindolin-1-yl)pyridin-4-yl)methyl)phthalazin-1(2H)-on FC1=CC=C2C(=NNC(C2=C1)=O)CC1=CC(=NC=C1)N1C(C(C2=CC=CC=C12)(C)O)=O